(25S)-24-O-beta-D-glucosyl-5α-spirostan-12-one-3β,24-diol [C@@H]1([C@H](O)[C@@H](O)[C@H](O)[C@H](O1)CO)OC1C[C@]2(O[C@@H]3[C@H]([C@@H]2C)[C@]2(C(C[C@@H]4[C@]5(CC[C@@H](C[C@@H]5CC[C@H]4[C@@H]2C3)O)C)=O)C)OC[C@@H]1C